aminobutylaminopropyl-tributoxysilane NCCCCNCCC[Si](OCCCC)(OCCCC)OCCCC